NC1=C(C=2C(=NC=C(C2)NC(=O)NC)N1C1=C(C(=CC=C1C)O)C)C(=O)N 2-amino-1-(3-hydroxy-2,6-dimethylphenyl)-5-(3-methylureido)-1H-pyrrolo[2,3-b]pyridine-3-carboxamide